C(C)(C)(C)O[C@@H](C(C)=O)CN(C)C (R)-3-(tert-butoxy)-4-(dimethylamino)butan-2-one